COC=1C=C(C2=CC=CC=C2C1)C1CC(CCC1)=O 3-(3-methoxy-1-naphthyl)cyclohexanone